N-((1S)-2-((2-carbamoyl-2-((R)-4-isopropyl-2-oxoimidazolidin-1-yl)-2,3-dihydro-1H-inden-5-yl)amino)-1-cycloheptyl-2-oxoethyl)-1-methyl-1H-pyrazole-5-carboxamide C(N)(=O)C1(CC2=CC=C(C=C2C1)NC([C@H](C1CCCCCC1)NC(=O)C1=CC=NN1C)=O)N1C(N[C@@H](C1)C(C)C)=O